4-amino-4-methylpiperidin-1-yl-3-(2,3-dichlorophenyl)pyrazin-2-ol NC1(CCN(CC1)C=1N=C(C(=NC1)O)C1=C(C(=CC=C1)Cl)Cl)C